ClC1=C(C=CC=C1)C(=O)C1=CC=CC=C1 (2-chlorophenyl)(phenyl)methanone